BrC=1C=CC(=C(CNC(OC(C)(C)C)=O)C1)O tert-Butyl (5-bromo-2-hydroxybenzyl)carbamate